C(C)(=O)O[C@@H]1[C@H](C2OC(OC[C@H]2O[C@H]1C(=O)O)(C)C)N1N=NC(=C1)C1=CC(=C(C(=C1)F)C)F (4aR,6R,7R,8S,6aR)-7-acetoxy-8-(4-(3,5-difluoro-4-methylphenyl)-1H-1,2,3-triazol-1-yl)-2,2-dimethylhexahydropyrano[3,2-d][1,3]dioxine-6-carboxylic acid